4-tert-butyl-1-vinylcyclohexanol C(C)(C)(C)C1CCC(CC1)(O)C=C